OC(CN(CCNC(CCCCCCC\C=C/CCCCCC)=O)CCO)CO N-[2-[(2,3-dihydroxypropyl)(2-hydroxyethyl)amino]ethyl]palmitoleamide